3-benzyl-1-(difluoromethyl)-1H-benzoimidazole-3-ium bromide [Br-].C(C1=CC=CC=C1)[N+]1=CN(C2=C1C=CC=C2)C(F)F